tert-Butyl(tert-butoxycarbonyl)(3-(3-(4-cyano-3-fluorophenyl)isoxazol-5-yl)-5-(4-(isopropylsulfonyl)phenyl)pyrazin-2-yl)carbamate C(C)(C)(C)OC(N(C1=NC=C(N=C1C1=CC(=NO1)C1=CC(=C(C=C1)C#N)F)C1=CC=C(C=C1)S(=O)(=O)C(C)C)C(=O)OC(C)(C)C)=O